ClC1=C(C(=CC(=C1)C(=O)OCC)Cl)NC(C1=CC(=C(C=C1)OC(F)F)OC)=O N-(2,6-dichloro-4-ethoxycarbonylphenyl)-4-difluoromethoxy-3-Methoxybenzamide